NC1=C(C(=CC(=C1)C)C)N 1,2-diamino-3,5-dimethylbenzene